ClC1=C(C=CC(=C1)CS(=O)(=O)C)C1COCC(CN1C1=NC(=NC(=C1)C)N)CC 4-[3-(2-chloro-4-methylsulfonylmethyl-phenyl)-6-ethyl-[1,4]oxazepan-4-yl]-6-methyl-pyrimidin-2-ylamine